C(C)C(C(=O)OC)(C(=O)OC)CC dimethyl 2,2-diethylmalonate